C1(CCC1)N([C@H]1CN(CC1)C1=CC=C(N=N1)C1=C(C=C(C=C1)C1=CN=NC(=C1)OC)O)CC 2-{6-[(3R)-3-[cyclobutyl(ethyl)amino]pyrrolidin-1-yl]pyridazin-3-yl}-5-(6-methoxypyridazin-4-yl)phenol